[N-]=C=O.[N-]=C=O.C1(=CC=CC=C1)C(C(C)(C)C)C1=CC=CC=C1 diphenyltetramethylmethane diisocyanate